CC1(CC1)NC(O[C@H]1CO[C@@H](C1)C=1C=NC(=NC1)NC1=C(C=C(C=C1)S(N)(=O)=O)F)=O |o1:7,10| rel-(3R,5S)-5-{2-[(2-fluoro-4-sulfamoylphenyl)amino]pyrimidin-5-yl}oxolan-3-yl N-(1-methylcyclopropyl)carbamate